4-(2-Phenylcyclobutyl)benzaldehyde C1(=CC=CC=C1)C1C(CC1)C1=CC=C(C=O)C=C1